Cl.COCCNCC1=CNC(C2=CC=CC=C12)=O 4-(((2-methoxyethyl)amino)methyl)isoquinolin-1(2H)-one hydrochloride